5-[(1S,6R)-5-[(tert-butoxy)carbonyl]-2,5-diazabicyclo[4.2.0]octan-2-yl]pyridine-2-carboxylic acid C(C)(C)(C)OC(=O)N1CCN([C@H]2CC[C@@H]12)C=1C=CC(=NC1)C(=O)O